ClC1=NC=NC(=N1)C=1C2=CC=CC=C2C=2C=CC=CC2C1 4-chloro-6-(phenanthren-9-yl)-1,3,5-triazine